tert-butyl (3-((3-((8-carbamoylbenzo[c][2,6]naphthyridin-5-yl)amino)propyl)(methyl)amino)-3-oxopropyl)((2-chloro-[1,1'-biphenyl]-4-yl)methyl)carbamate C(N)(=O)C=1C=CC2=C(N=C(C3=CC=NC=C23)NCCCN(C(CCN(C(OC(C)(C)C)=O)CC2=CC(=C(C=C2)C2=CC=CC=C2)Cl)=O)C)C1